COC1=NC(=NN2C1=C(C=C2)C=2C=CC1=C(N(N=N1)C)C2)NC2CC(C2)(C)NC(CC)=O N-((1r,3r)-3-((4-methoxy-5-(1-methyl-1H-benzo[d][1,2,3]triazol-6-yl)pyrrolo[2,1-f][1,2,4]triazin-2-yl)amino)-1-methylcyclobutyl)propionamide